Cl.Cl.Cl.C(C)(=O)N[NH-] acetamido-amide tri-hydrochloride